6-chloropyridine-2-boronic acid pinacol ester ClC1=CC=CC(=N1)B1OC(C)(C)C(C)(C)O1